CN1CCC(CC1)CC1=NN=C(O1)[C@@]12CN(C[C@]2(C1)C(F)(F)F)C1=C2C=CC=NC2=C(C=C1)C#N 5-((1S,5R)-1-(5-((1-methylpiperidin-4-yl)methyl)-1,3,4-oxadiazol-2-yl)-5-(trifluoromethyl)-3-azabicyclo[3.1.0]hexan-3-yl)quinoline-8-carbonitrile